C1=C(C=C(C=C1Cl)Cl)SSC2=CC(=CC(=C2)Cl)Cl 3,3',5,5'-tetrachlorodiphenyl disulfide